FC1=C(OC2CCNCC2)C=CC(=C1)F 4-(2,4-difluorophenoxy)piperidin